C1=C(C=CC2=CC=CC=C12)C1=CC=C(C=C1)N (4-naphthalen-2-yl-phenyl)-amine